5-(2-Ethyl-4-(4-fluorophenyl)-1H-imidazol-5-yl)-1H-indazole C(C)C=1NC(=C(N1)C1=CC=C(C=C1)F)C=1C=C2C=NNC2=CC1